C(C)(=O)N[C@H]1CN(CC1)CC1=C(C=C(C=C1)C=1C(=C(C=CC1)C1=C(C(=CC=C1)NC(=O)C=1N(C2=C(CNCC2)N1)C)Cl)Cl)OC (R)-N-(4''-((3-acetamidopyrrolidin-1-yl)methyl)-2,2'-dichloro-3''-methoxy-[1,1':3',1''-terphenyl]-3-yl)-1-methyl-4,5,6,7-tetrahydro-1H-imidazo[4,5-c]pyridine-2-carboxamide